ClC1(CC1)C(CN1N=CN=C1S)(CC1=C(C=CC=C1)Cl)O 2-[2-(1-chlorocyclopropyl)-3-(2-chlorophenyl)-2-hydroxypropyl]-1,2,4-triazole-3-thiol